6-(3-(Trifluoromethoxy)benzylamino)-9-β-D-arabinofuranosylpurin FC(OC=1C=C(CNC2=C3N=CN(C3=NC=N2)[C@H]2[C@@H](O)[C@H](O)[C@H](O2)CO)C=CC1)(F)F